C1(CC1)C(=O)NC1=CC(=C(C(=O)N2C(CN(CC2)C(=O)NC)C2=CC=CC=C2)C=C1)N1CCCC1 4-[4-(cyclopropanecarbonylamino)-2-pyrrolidin-1-ylbenzoyl]-N-methyl-3-phenylpiperazine-1-carboxamide